ethyl 4-(cyclopentylamino)-2-(methylsulfanyl)pyrimidine-5-carboxylate C1(CCCC1)NC1=NC(=NC=C1C(=O)OCC)SC